1-((3R,5R)-3,5-bis((t-butyldimethylsilyl)oxy)cyclohexyl)ethan [Si](C)(C)(C(C)(C)C)O[C@@H]1CC(C[C@H](C1)O[Si](C)(C)C(C)(C)C)CC